4-chloro-3-fluoro-2-(4-iodo-1-methyl-1H-pyrazol-5-yl)-6-(1-methylcyclopropoxy)benzonitrile ClC1=C(C(=C(C#N)C(=C1)OC1(CC1)C)C1=C(C=NN1C)I)F